ClC1=CC=CC=2O[C@@H](CN(S(C21)(=O)=O)CC=2C=C(C=C1CCCC21)C(CC(=O)O)C2=C(C1=C(N(N=N1)C)C=C2)C)CC 3-(7-{[(4R)-9-Chloro-4-ethyl-1,1-dioxido-3,4-dihydro-2H-5,1,2-benzoxathiazepin-2-yl]methyl}-2,3-dihydro-1H-inden-5-yl)-3-(1,4-dimethyl-1H-benzotriazol-5-yl)propanoic acid